(S)-2-((4-(6-((4-Acetylthiophen-2-yl)methoxy)pyridin-2-yl)piperidin-1-yl)methyl)-1-(oxetan-2-yl-Methyl)-1H-benzo[d]imidazole-6-carboxylic acid C(C)(=O)C=1C=C(SC1)COC1=CC=CC(=N1)C1CCN(CC1)CC1=NC2=C(N1C[C@H]1OCC1)C=C(C=C2)C(=O)O